ClC=1C=C2C(C=[NH+]C2=CC1)(C)C 5-chloro-3,3-dimethyl-3H-indol-1-ium